C(C)N(C(=O)[C@H]1N(CC2=CC=CC=C2C1)C(=O)OC(C)(C)C)C(C)C tert-butyl (3S)-3-[ethyl(isopropyl)carbamoyl]-3,4-dihydro-1H-isoquinoline-2-carboxylate